[N+](=O)([O-])C1=C(COC=2C=C(N)C=CC2)C=CC=C1 3-((2-nitrobenzyl)oxy)aniline